C1(=CC=CC=C1)C=1C=C(SC1)C(C(F)(F)F)F 4-phenyl-2-(1,2,2,2-tetrafluoroethyl)thiophene